N1C=CC2=CC=C(C=C12)NC(NC(CC(=O)O)C1=CC2=C(SCCN2CC2=CC=CC=C2)C=C1)=O 3-(3-(1H-indol-6-yl)ureido)-3-(4-benzyl-3,4-dihydro-2H-benzo[b][1,4]thiazin-6-yl)propanoic acid